CC=1N(C(=CC1)C)CCS(=O)(=O)O 2-(2,5-dimethyl-1H-pyrrol-1-yl)ethane-1-sulfonic acid